N-((1R,2R)-2-methoxycyclobutyl)-7-(methylamino)-5-((2-oxo-1-(pyrazolo[1,5-a]pyridin-2-yl)-1,2-dihydropyridin-3-yl)amino)pyrazolo[1,5-a]pyrimidine-3-carboxamide CO[C@H]1[C@@H](CC1)NC(=O)C=1C=NN2C1N=C(C=C2NC)NC=2C(N(C=CC2)C2=NN1C(C=CC=C1)=C2)=O